COC1=C(C(=CC(=C1)C)C)C=1C=CC2=C(N=C(N(C2=O)C)C2CN(CCC2)C(=O)[O-])N1 3-[7-(2-methoxy-4,6-dimethyl-phenyl)-3-methyl-4-oxo-pyrido[2,3-d]pyrimidin-2-yl]piperidine-1-carboxylate